C1CCCC=C1 3,4-dihydro-1H-benzene